COCC12CNC(C1)(C2)CO (4-(methoxymethyl)-2-azabicyclo[2.1.1]hex-1-yl)methanol